ClC=1C(=C(CN2CCC(CC2)(C(=O)O)CC2=NC(=C(C(=C2F)Cl)C)NC2=NNC(=C2)C)C=CC1)F 1-(3-chloro-2-fluorobenzyl)-4-((4-chloro-3-fluoro-5-methyl-6-((5-methyl-1H-pyrazol-3-yl)amino)pyridin-2-yl)methyl)piperidine-4-carboxylic acid